ClC1=CC=C(C=C1)C=1C(=CC=CC1)C(=O)N1[C@@H]2CN[C@H](C1)C2 (1S,4S)-5-(4'-chloro-[1,1'-biphenyl]-2-carbonyl)-2,5-diazabicyclo[2.2.1]heptan